C(C1=CC=CC=C1)OC=1C=NC=CC1C#N 3-(benzyloxy)pyridine-4-carbonitrile